FC=1C=C(C(=NC1)OC)B(O)O 5-fluoro-2-methoxy-3-pyridinyl-boronic acid